C[C@@]12[C@H](C=C[C@@]3([C@@H]1[C@@H]([C@]45[C@H]3CC[C@](C4)(C(=C)C5)O)C(=O)[O-])OC2=O)O[C@H]6[C@@H]([C@H]([C@@H]([C@H](O6)CO)O)O)O The molecule is conjugate base of gibberellin A3 O-beta-D-glucoside arising from deprotonation of the carboxylic acid group It is a conjugate base of a gibberellin A3 O-beta-D-glucoside.